C(C=C)N1CC=NC2=CC=CC=C12 1-allylquinoxaline